N'-((perfluoropropane-2,2-diyl)bis(6-hydroxy-3,1-phenylene))bis(3-nitrobenzamide) FC(C(C(F)(F)F)(C=1C=C(C(=CC1)O)C1=C(C(=O)N)C=CC=C1[N+](=O)[O-])C=1C=C(C(=CC1)O)C1=C(C(=O)N)C=CC=C1[N+](=O)[O-])(F)F